1-isopropyl-N-(2-((4-(3-(1-methyl-1H-pyrazol-3-yl)phenyl)thiazol-2-yl)amino)-2-oxoethyl)-1H-pyrrole-3-carboxamide C(C)(C)N1C=C(C=C1)C(=O)NCC(=O)NC=1SC=C(N1)C1=CC(=CC=C1)C1=NN(C=C1)C